ClC1=CC=NC(=N1)C(F)(F)F 6-chloro-2-trifluoromethylpyrimidine